6-[4-(dimethylamino)phenyl]-3-oxo-2,3-dihydropyridazine-4-carboxylic acid CN(C1=CC=C(C=C1)C=1C=C(C(NN1)=O)C(=O)O)C